ClCC1(CN(CC1)C=1C=2N(N=C(C1)C=1C(NC(NC1)=O)=O)C=CN2)CO 5-(8-(3-(chloromethyl)-3-(hydroxymethyl)pyrrolidin-1-yl)imidazo[1,2-b]pyridazin-6-yl)pyrimidine-2,4(1H,3H)-dione